N,N-dibenzyl-4-fluoro-1-((2-(trimethylsilyl)ethoxy)methyl)-1H-pyrazole-5-sulfonamide C(C1=CC=CC=C1)N(S(=O)(=O)C1=C(C=NN1COCC[Si](C)(C)C)F)CC1=CC=CC=C1